C(C)(C)(C)OC(=O)N1CC(CC1)C=1C=NC=C(C1)Cl 3-(5-Chloropyridin-3-yl)pyrrolidine-1-carboxylic acid tert-butyl ester